platinum (1,2-diaminocyclohexane) malonate C(CC(=O)[O-])(=O)[O-].NC1C(CCCC1)N.[Pt+2]